bis-(dodecylphenyl)iodonium tetrakis-(pentafluorophenyl)-borate FC1=C(C(=C(C(=C1[B-](C1=C(C(=C(C(=C1F)F)F)F)F)(C1=C(C(=C(C(=C1F)F)F)F)F)C1=C(C(=C(C(=C1F)F)F)F)F)F)F)F)F.C(CCCCCCCCCCC)C1=C(C=CC=C1)[I+]C1=C(C=CC=C1)CCCCCCCCCCCC